C(C1=CC=CC=C1)N(CCOC=1C=CC=C2CCN([C@@H](C12)CN1C(C2=CC=CC=C2C1=O)=O)C(=O)OC(C)(C)C)CC1=CC=CC=C1 tert-butyl (S)-8-(2-(dibenzylamino)ethoxy)-1-((1,3-dioxoisoindolin-2-yl)methyl)-3,4-dihydroisoquinoline-2(1H)-carboxylate